5-(tert-butyl)-N-(2-chloro-4-(6-(4-formylphenyl)pyrrolo[2,1-f][1,2,4]triazin-4-yl)benzyl)-1,2,4-oxadiazole-3-carboxamide C(C)(C)(C)C1=NC(=NO1)C(=O)NCC1=C(C=C(C=C1)C1=NC=NN2C1=CC(=C2)C2=CC=C(C=C2)C=O)Cl